4-[[2-Chloro-6-[4-[4-[(4R)-4-(tert-butoxycarbonylamino)-2-oxo-pyrrolidin-1-yl]phenyl]sulfonylpiperazin-1-yl]-4-pyridyl]-difluoro-methyl]bicyclo[2.2.2]octane-1-carboxylic acid ClC1=NC(=CC(=C1)C(C12CCC(CC1)(CC2)C(=O)O)(F)F)N2CCN(CC2)S(=O)(=O)C2=CC=C(C=C2)N2C(C[C@H](C2)NC(=O)OC(C)(C)C)=O